C(C=C)(=O)OCCCCCCCCCCCCCCCCCCCC[Si](OC)(C)C acryloyloxyeicosyldimethylmonomethoxysilane